ClC=1C(=NC(=NC1)NC1=C(C=C(C=C1)N1CCC(CC1)N1CCN(CC1)C)OC)NC=1C=C(C=CC1)C1=C(C(=CC=C1)C=O)O 3'-((5-chloro-2-((2-methoxy-4-(4-(4-methylpiperazin-1-yl)piperidin-1-yl)phenyl)amino)pyrimidin-4-yl)amino)-2-hydroxy-[1,1'-biphenyl]-3-carbaldehyde